NC=1N=C(C=C2C=C(N=CC12)NC(=O)N[C@H]1C(N(CC1)C)=O)C=1C=NC=CC1CC (R)-1-(8-amino-6-(4-ethylpyridin-3-yl)-2,7-naphthyridin-3-yl)-3-(1-methyl-2-oxopyrrolidin-3-yl)urea